tert-butyl (Z)-(3-fluoro-2-(((2-(((2-methylpyridin-3-yl)methyl)amino)benzo[d]oxazol-6-yl)oxy)methyl)allyl)carbamate F\C=C(\CNC(OC(C)(C)C)=O)/COC1=CC2=C(N=C(O2)NCC=2C(=NC=CC2)C)C=C1